Ethyl ({2-[bis(propan-2-yl)amino]ethyl}sulfanyl)(methyl)phosphinate CC(C)N(CCSP(OCC)(=O)C)C(C)C